C(C)OC(=O)[C@H]1CN(CCC1)C=1C=C(OC2(CC2)C(=O)N2CCN(CC2)C(=O)OC(C)(C)C)C=CC1 tert-butyl (R)-4-(1-(3-(3-(ethoxycarbonyl)piperidin-1-yl)phenoxy)cyclopropane-1-carbonyl)piperazine-1-carboxylate